(4-bromophenoxy)-5-fluoro-4-methylpyrimidine BrC1=CC=C(OC2=NC=C(C(=N2)C)F)C=C1